Fmoc-N'-trityl-L-histidyl-alanine methyl ester COC([C@@H](NC([C@@H](NC(=O)OCC1C2=CC=CC=C2C2=CC=CC=C12)CC1=CN(C=N1)C(C1=CC=CC=C1)(C1=CC=CC=C1)C1=CC=CC=C1)=O)C)=O